BrC1=NN(C(=C1)C(=O)OC)COCC[Si](C)(C)C methyl 3-bromo-1-{[2-(trimethylsilyl) ethoxy] methyl}-1H-pyrazole-5-carboxylate